(6-chloropyridazin-3-yl)-7-ethoxy-2-methylimidazo[1,2-a]pyridine-6-carboxamide ClC1=CC=C(N=N1)C1=C(N=C2N1C=C(C(=C2)OCC)C(=O)N)C